(S)-2-amino-3-((S)-3-oxo-3,4-dihydro-2H-pyrido[4,3-b][1,4]oxazin-2-yl)propanamide dihydrochloride Cl.Cl.N[C@H](C(=O)N)C[C@H]1C(NC2=C(O1)C=CN=C2)=O